1-methyl-3-(2-(methylamino)ethoxy)quinolin CN1CC(=CC2=CC=CC=C12)OCCNC